5-tert-butyl-N-[[4-[6-[4-[[4-[5-(2,6-dioxo-3-piperidyl)-2-pyridyl]piperazin-1-yl]methyl]phenyl]pyrrolo[2,1-f][1,2,4]triazin-4-yl]-2-fluoro-phenyl]methyl]-1,2,4-oxadiazole-3-carboxamide C(C)(C)(C)C1=NC(=NO1)C(=O)NCC1=C(C=C(C=C1)C1=NC=NN2C1=CC(=C2)C2=CC=C(C=C2)CN2CCN(CC2)C2=NC=C(C=C2)C2C(NC(CC2)=O)=O)F